FS(C1=CC=C(C=C1)N1N=C(C=2C1=NC=CC2)CNC(OC(C)(C)C)=O)(F)(F)(F)F tert-butyl N-[[1-[4-(pentafluoro-λ6-sulfaneyl)phenyl]pyrazolo[3,4-b]pyridin-3-yl]methyl]carbamate